C(C1=CC=CC=C1)OC=1C(=NN(C1C(=O)OC)CC1CC(CC1)(F)F)C methyl 4-(benzyloxy)-1-((3,3-difluorocyclopentyl)methyl)-3-methyl-1H-pyrazole-5-carboxylate